(S)-2-((tert-Butoxycarbonyl)amino)-3-(naphthalen-1-yl)propanoic acid C(C)(C)(C)OC(=O)N[C@H](C(=O)O)CC1=CC=CC2=CC=CC=C12